dibenzoxyazepine C(C1=CC=CC=C1)OC1=C(NC=CC=C1)OCC1=CC=CC=C1